N2-[3-[2-(2-piperidinyl)ethyl]phenyl]pyrimidine-2,4-diamine N1C(CCCC1)CCC=1C=C(C=CC1)NC1=NC=CC(=N1)N